potassium hydrogen phosphate P(=O)(O)([O-])[O-].[K+].[K+]